C(C)(C)(C)OC(=O)N[C@H](C(=O)O)CC=1C=NC=CC1 (S)-2-(tert-butoxycarbonylamino)-3-(pyridin-3-yl)propanoic acid